1-(4-hydroxycyclohexyl)-3-phenyl-1H-pyrrole-2,5-dione OC1CCC(CC1)N1C(C(=CC1=O)C1=CC=CC=C1)=O